C(C)(C)(C)OC(CCCCCCCCCCC(=O)O)=O 12-tert-butoxy-12-oxo-dodecanoic acid